FC1=C(C=C(C=C1)[C@H](C)NC(=O)C=1C(=NC2=CC=C(C=C2C1N1CC2(CCCN2C(=O)OC(C)(C)C)CC1)OC)N1CCOCC1)OC tert-butyl 7-(3-(((S)-1-(4-fluoro-3-methoxyphenyl)ethyl)carbamoyl)-6-methoxy-2-morpholinoquinolin-4-yl)-1,7-diazaspiro[4.4]nonane-1-carboxylate